N[C@]1(CN(C[C@@H]1CCCB(O)O)CCNCC1=CC=CC=C1)C(=O)O (3R,4S)-3-amino-1-(2-(benzylamino)ethyl)-4-(3-boronopropyl)pyrrolidine-3-carboxylic acid